5-(3-bromophenyl)furan-2(3H)-one BrC=1C=C(C=CC1)C1=CCC(O1)=O